3-(3-methyloxetan-3-yl)-1-phenyl-1H-pyrazol-5-amine CC1(COC1)C1=NN(C(=C1)N)C1=CC=CC=C1